4'-fluoro-N-isopropyl-2-[5-(trifluoromethyl)-1,3,4-thiadiazol-2-yloxy]acetanilide FC1=CC=C(N(C(COC=2SC(=NN2)C(F)(F)F)=O)C(C)C)C=C1